11,13,14-triazatetracyclo[7.6.1.05,16.010,14]hexadeca-1,3,5(16),6,8,10,12-heptaen-15-one C12=CC=CC=3C=CC=C(C4=NC=NN4C1=O)C23